S1C(=NC=C1)CNC(=O)[C@@H]1CN(CC[C@H]1NC(=O)C1=NOC(=C1)C1=C(C=C(C=C1)F)F)C1CCCCC1 |o1:9,14| (3R*,4R*)-1-Cyclohexyl-4-{[5-(2,4-difluoro-phenyl)-isoxazole-3-carbonyl]-amino}-piperidine-3-carboxylic acid (thiazol-2-ylmethyl)-amide